C[C-]1C=CC=C1.C[C-]1C=CC=C1.C[C-]1C=CC=C1.[Sc+3] tris(methylcyclopentadienyl)scandium